C1(=CC=CC=C1)S(=O)(=O)OC(CC(C)O)C(CCCCCCCCCCCCC)O.[Na].[O].[In].[Sn] tin-indium oxygen sodium 2,5-dihydroxy-4-octadecyl benzenesulfonate